ClC1=C(COCCOCCCCCCN)C(=CC=C1)Cl (6-(2-((2,6-dichlorobenzyl)oxy)ethoxy)hexyl)ammonia